C(C)(C)(C)N[C@H]1CN(CC1)C=1N=NC(=CN1)C1=NC=C(C=C1)C1=CC2=CN(N=C2C(=C1)OC)C 2-{3-[(3R)-3-(tert-butylamino)pyrrolidin-1-yl]-1,2,4-triazin-6-yl}-5-(7-methoxy-2-methyl-2H-indazol-5-yl)pyridin